5-chloro-2-(difluoromethoxy)-3-(4-ethyl-5-(3-fluorophenyl)-4H-1,2,4-triazol-3-yl)pyridine ClC=1C=C(C(=NC1)OC(F)F)C1=NN=C(N1CC)C1=CC(=CC=C1)F